N1=C(C=CC=C1)C1=NN=C(N=N1)C1=CC=C(C=C1)CN (4-(6-(pyridin-2-yl)-1,2,4,5-tetrazin-3-yl)phenyl)methanamine